6-cyclohexyl-4-(tert-butyldimethylsilyl)-1-hexene-5-yne-4-ol C1(CCCCC1)C#CC(CC=C)(O)[Si](C)(C)C(C)(C)C